tert-butyl (7-bromobenzo[d][1,3]dioxolan-4-yl)carbamate BrC1=CC=C(C2=C1OCO2)NC(OC(C)(C)C)=O